COC=1N=NC2=CC(=CC=C2C1)C1=NC(=CC=C1C=1C=NN(C1)CC1(CCC1)C)C 3-methoxy-7-(6-methyl-3-{1-[(1-methylcyclobutyl)methyl]-1H-pyrazol-4-yl}pyridin-2-yl)cinnoline